C(C)O[C@H](C[C@H](C(C)C)N(C([C@H]([C@H](CC)C)NC(=O)[C@@H]1N(CCCC1)C)=O)CCCCCC)C=1SC=C(N1)C(=O)OCC Ethyl 2-[(1R,3R)-1-ethoxy-3-[(2S,3S)-N-hexyl-3-methyl-2-{[(2R)-1-methylpiperidin-2-yl]formamido}pentanamido]-4-methylpentyl]-1,3-thiazole-4-carboxylate